5-methyl-6-[3-(1-propylpyrazol-4-yl)-7,8-dihydro-5H-1,6-naphthyridin-6-yl]pyridine CC=1C=CC=NC1N1CC=2C=C(C=NC2CC1)C=1C=NN(C1)CCC